FC1=CC=CC2=C1C=C(O2)C2=CC(=C(C(=C2C2O[C@@H]([C@H]([C@@H]([C@H]2O)O)O)CO)O)C(C)C)O (3R,4R,5S,6R)-2-[6-(4-fluoro-1-benzofuran-2-yl)-2,4-dihydroxy-3-isopropylphenyl]-6-(hydroxymethyl)tetrahydropyran-3,4,5-triol